COC(=O)C1=C(C2=C(O[C@](O2)(C)[C@@H]2CC[C@H](CC2)NC(=O)OC(C)(C)C)C(=C1)Cl)C |&1:9| (2RS)-2-{trans-4-[(tert-butoxycarbonyl)amino]cyclohexyl}-7-chloro-2,4-dimethyl-1,3-benzodioxole-5-carboxylic acid methyl ester